2-(tert-butyl)-7-hydroxyimidazo[1,2-a]Pyridine-6-carboxylic acid methyl ester COC(=O)C=1C(=CC=2N(C1)C=C(N2)C(C)(C)C)O